C1(CCCCCC1)C1=NOC(=N1)CC(C(=O)O)=C 2-((3-cycloheptyl-1,2,4-oxadiazol-5-yl)methyl)acrylic acid